C1(=CC=CC=C1)C=1SC(=NN1)C1CN(CCC1)C1=NC2=CC=CC=C2N=C1 2-phenyl-5-(1-(quinoxalin-2-yl)piperidin-3-yl)-1,3,4-thiadiazole